ClC1=C(C=C(C=2C3=C(NC12)CCN(C3)C(CO)=O)C3=NN(C=C3)CCNC(CCCCC(=O)N)=O)Cl N6-(2-(3-(6,7-dichloro-2-(2-hydroxyacetyl)-2,3,4,5-tetrahydro-1H-pyrido[4,3-b]indol-9-yl)-1H-pyrazol-1-yl)ethyl)adipamide